CC1=CC=C(CCN2N=C3C4=C(C=CC3=C2)C=CC=C4)C=C1 (4-methylphenethyl)-2H-benzo[g]indazole